NC=1C=2N(C(=CN1)Cl)C(=NC2C2=C(C=C(C=C2)NC(C(O)C2=CC(=CC=C2)Cl)=O)F)C([2H])([2H])[2H] N-[4-[8-amino-5-chloro-3-(trideuteriomethyl)imidazo[1,5-a]pyrazin-1-yl]-3-fluoro-phenyl]-2-(3-chlorophenyl)-2-hydroxy-acetamide